[N+](=O)([O-])C1=C(C=CC=C1)N(C1=CC=CC=C1)C1=CC=CC=C1 nitrotriphenyl-amine